Cl.N[C@@H](C)C1=NC=NN1C1=CC(=NC=N1)C#N 6-[5-[(1S)-1-aminoethyl]-1,2,4-triazol-1-yl]pyrimidine-4-carbonitrile hydrochloride